C(=O)O.ClC1=C(C(=CC=C1)Cl)N1CC(C1)C1=CC(=C(C=N1)CN1CCC(CC1)C(=O)O)C 1-((6-(1-(2,6-dichlorophenyl)azetidin-3-yl)-4-methylpyridin-3-yl)methyl)piperidine-4-carboxylic acid, formic acid salt